BrC1=CC=C(C=N1)C(C(=O)NCCCC)COC (6-bromopyridin-3-yl)-N-butyl-3-methoxypropionamide